5-[2-[(1,4-dimethyl-6,7-dihydro-5H-cyclopenta[d]pyridazin-6-yl)methylamino]ethyl]-3-(3-oxo-4H-pyrido[3,2-b][1,4]thiazin-6-yl)-1,3-oxazolidin-2-one CC1=NN=C(C2=C1CC(C2)CNCCC2CN(C(O2)=O)C=2C=CC=1SCC(NC1N2)=O)C